C1=CC=CC=2C3=CC=CC=C3C(C12)COC(=O)N1[C@@H](CC1)C(=O)O (2S)-1-(9H-fluoren-9-yl-methoxycarbonyl)azetidin-2-carboxylic acid